ClC=1C(=NC(=NC1)NC1=CC2=C(B(OC2)O)C(=C1)F)N[C@@H]1COCC[C@H]1C#N (trans)-3-((5-chloro-2-((7-fluoro-1-hydroxy-1,3-dihydrobenzo[c][1,2]oxaborol-5-yl)amino)pyrimidin-4-yl)amino)tetrahydro-2H-pyran-4-carbonitrile